5-[4-(4-aminopiperidin-1-yl)-3-(3,5-difluorophenyl)quinolin-6-yl]-6-(azetidin-1-yl)pyridine-3-carbonitrile NC1CCN(CC1)C1=C(C=NC2=CC=C(C=C12)C=1C=C(C=NC1N1CCC1)C#N)C1=CC(=CC(=C1)F)F